NC=1C(=NC(=CN1)C=1C=NN(C1)C)C(=O)N[C@H]1COC[C@@H]1OCC1=CC=C(C=C1)B1OC(C(O1)(C)C)(C)C 3-amino-6-(1-methyl-1H-pyrazol-4-yl)-N-[(3S,4R)-4-{[4-(4,4,5,5-tetramethyl-1,3,2-dioxaborolan-2-yl)phenyl]methoxy}oxolan-3-yl]pyrazine-2-carboxamide